1-methyl-4-{1-methyl-4-[3-methyl-1-(3-oxopropyl)-1H-pyrazol-5-yl]-1H-imidazol-2-yl}-1H-pyrazolo[4,3-c]Pyridine-6-carboxamide CN1N=CC=2C(=NC(=CC21)C(=O)N)C=2N(C=C(N2)C2=CC(=NN2CCC=O)C)C